ClC1=CC=C2C=CC(=CC2=C1)C(=O)NC1=NC=CC(=C1)NCC=1N=C2N(C=C(C=C2)C2CC2)C1 7-chloro-N-(4-(((6-cyclopropylimidazo[1,2-a]pyridin-2-yl)methyl)amino)pyridin-2-yl)-2-naphthamide